tert-butyl 6-[4-(methoxycarbonyl)-1-methylpyrrol-2-yl]-3',6'-dihydro-2'H-[3,4-bipyridine]-1'-carboxylate COC(=O)C=1C=C(N(C1)C)C1=CC=C(C=N1)C=1CCN(CC1)C(=O)OC(C)(C)C